C(C)N1C[C@H]2OCCN[C@H]2C1 |o1:4,9| rel-(4aS,7aR)-6-Ethyl-3,4,4a,5,7,7a-hexahydro-2H-pyrrolo[3,4-b][1,4]oxazine